C(C)(C)(C)[Si](C)(C)OCC1=C(C=CC(=C1)C1=NNC(CC1)C)Cl tert-butyl-[[2-chloro-5-(6-methyl-1,4,5,6-tetrahydropyridazin-3-yl)phenyl]methoxy]-dimethyl-silane